BrC1=CC=C(C=C1)S(=O)(=O)N1C(CC(CC1)NC1=CC=C(C=C1)OC(F)(F)F)C 1-(4-bromobenzenesulfonyl)-2-methyl-N-[4-(trifluoromethoxy)phenyl]piperidin-4-amine